F[C@@]1(O[C@H]([C@@]2(CCS2)[C@@H]1O)N1C(N=CC=C1)=O)CO 1-((4R,5R,7S,8R)-7-fluoro-8-hydroxy-7-(hydroxymethyl)-6-oxa-1-thiaspiro[3.4]oct-5-yl)pyrimidin-2(1H)-one